1-[2-[4-(diethylamino)-2-hydroxybenzoyl]phenyl]-methanon C(C)N(C1=CC(=C(C(=O)C2=C(C=CC=C2)C=O)C=C1)O)CC